ClC1=C(C=CC=C1)N1C(SC=C1CN1CCOCC1)=N 3-(2-chlorophenyl)-4-(morpholinomethyl)thiazol-2(3H)-imine